N-(6-amino-5-ethylpyridin-3-yl)-2-(5-methyl-2-(spiro[benzo[d][1,3]dioxole-2,1'-cyclobutan]-5-yl)piperidin-1-yl)-2-oxoacetamide NC1=C(C=C(C=N1)NC(C(=O)N1C(CCC(C1)C)C1=CC2=C(OC3(CCC3)O2)C=C1)=O)CC